(3S,4S)-1-methyl-4-((5,6,7-trimethyl-4-(methylamino)pyrido[2,3-d]pyrimidin-2-yl)amino)pyrrolidin-3-ol CN1C[C@@H]([C@H](C1)NC=1N=C(C2=C(N1)N=C(C(=C2C)C)C)NC)O